NCCCCCCCCOC(C=C)=O acrylic acid-8-aminooctyl ester